(1R,3S,4R)-N-((S)-1-cyano-2-((R)-2-oxopyrrolidin-3-yl)ethyl)-2-((R)-3-cyclobutyl-2-(2,2,2-trifluoroacetamido)propanoyl)-5,5-difluoro-2-azabicyclo[2.2.2]octane-3-carboxamide C(#N)[C@H](C[C@@H]1C(NCC1)=O)NC(=O)[C@H]1N([C@H]2CC([C@@H]1CC2)(F)F)C([C@@H](CC2CCC2)NC(C(F)(F)F)=O)=O